1-(1-(4-(3-cyano-8-methoxyimidazo[1,2-a]pyrazin-6-yl)-5-methoxypyridin-2-yl)-2,2,2-trifluoroethyl)-1-ethyl-3-((S)-1,1,1,5,5,5-hexafluoropentan-2-yl)urea C(#N)C1=CN=C2N1C=C(N=C2OC)C2=CC(=NC=C2OC)C(C(F)(F)F)N(C(=O)N[C@H](C(F)(F)F)CCC(F)(F)F)CC